4-[(trans-4-aminocyclohexyl)amino]-N'-(2,6-diethylphenyl)-6-(4-methoxy-2-methylphenyl)pyrrolo[1,2-b]pyridazine-3-carboximidamide N[C@@H]1CC[C@H](CC1)NC=1C=2N(N=CC1C(N)=NC1=C(C=CC=C1CC)CC)C=C(C2)C2=C(C=C(C=C2)OC)C